(S)-N-(5-(3-(1-(5-cyanothiazol-2-yl)amino-1-oxopropan-2-yl)phenyl)pyrazin-2-yl)acrylamide C(#N)C1=CN=C(S1)NC([C@@H](C)C=1C=C(C=CC1)C=1N=CC(=NC1)NC(C=C)=O)=O